ClC=1C(=C(CNC(=O)C=2C(C(=C3N(C[C@@H]4N(C3=O)[C@H]3CC[C@@H]4C3)C2)O)=O)C=CC1)F (1R,4S,12aR)-N-(3-chloro-2-fluorobenzyl)-7-hydroxy-6,8-dioxo-1,2,3,4,6,8,12,12a-octahydro-1,4-methanodipyrido[1,2-a:1',2'-d]pyrazine-9-carboxamide